The molecule is a dipeptide obtained by formal condensation of the carboxy group of L-aspartic acid with the amino group of L-methionine. It derives from a L-aspartic acid and a L-methionine. CSCC[C@@H](C(=O)O)NC(=O)[C@H](CC(=O)O)N